(S)-3-(1'-((1H-imidazol-1-yl)sulfonyl)-6-oxo-6,8-dihydro-2H,7H-spiro[furo[2,3-e]isoindole-3,4'-piperidin]-7-yl)piperidine-2,6-dione N1(C=NC=C1)S(=O)(=O)N1CCC2(CC1)COC1=C3CN(C(C3=CC=C12)=O)[C@@H]1C(NC(CC1)=O)=O